NC=1NC(=C(N1)C1=CC2=C(OCC(N2)=O)C(=C1)F)C1=CC(=NC=C1)C 6-(2-Amino-5-(2-methylpyridin-4-yl)-1H-imidazol-4-yl)-8-fluoro-2H-benzo[b][1,4]oxazin-3(4H)-one